CC=1NC2=CC=C(C=C2C1C=O)C 2,5-DIMETHYL-1H-INDOLE-3-CARBALDEHYDE